(S)-3-(5-(4-(1-(3-(1-methyl-1H-imidazol-4-yl)-4-((4-(trifluoromethyl)benzyl)amino)benzoyl)piperidin-4-yl)piperazin-1-yl)-1-oxoisoindolin-2-yl)piperidine-2,6-dione CN1C=NC(=C1)C=1C=C(C(=O)N2CCC(CC2)N2CCN(CC2)C=2C=C3CN(C(C3=CC2)=O)[C@@H]2C(NC(CC2)=O)=O)C=CC1NCC1=CC=C(C=C1)C(F)(F)F